2-(4-tert-butylphenyl)-4-(hydroxymethyl)-6-methyl-pyrimidine-5-carboxylic acid tert-butyl ester C(C)(C)(C)OC(=O)C=1C(=NC(=NC1C)C1=CC=C(C=C1)C(C)(C)C)CO